C1(CC1)C1=NN(C(=C1)NC=1N=C(C2=C(N1)C=C(O2)C(=O)NC)N2CCOCC2)S(N(C)C)(=O)=O 2-((3-cyclopropyl-1-(N,N-dimethylsulfamoyl)-1H-pyrazol-5-yl)amino)-N-methyl-4-morpholinofuro[3,2-d]pyrimidine-6-carboxamide